COCCOCOCCN [2-(2-methoxyethoxymethoxy)ethyl]amine